OC(CCOC1=CC(=C(C(=C1)C)C1=C2CC[C@@H](C2=CC=C1)O)C)(C)C (S)-4-[4-(3-hydroxy-3-methyl-butoxy)-2,6-dimethyl-phenyl]-indan-1-ol